2-(5-amino-2-(furan-2-yl)-7H-pyrazolo[4,3-e][1,2,4]triazolo[1,5-c]pyrimidin-7-yl)-N-(oxetan-3-ylmethyl)-2-phenylpropanamide NC1=NC2=C(C=3N1N=C(N3)C=3OC=CC3)C=NN2C(C(=O)NCC2COC2)(C)C2=CC=CC=C2